NC1=NC=C(C(=N1)Cl)C#CC1CC2(CN(C2)C(=O)OC(C)(C)C)C1 tert-butyl 6-((2-amino-4-chloropyrimidin-5-yl)ethynyl)-2-azaspiro[3.3]heptane-2-carboxylate